FC1=C(C=CC(=C1)[C@H](C)[C@H](C(=O)N1CCN(CC1)C)NC(CC)=O)NC(CC(C)C1=CC=CC=C1)=O N-{2-fluoro-4-[(2S,3R)-4-(4-methylpiperazin-1-yl)-4-oxo-3-propionamidobutan-2-yl]phenyl}-3-phenylbutanamide